(1R,3S,5R)-2-(2-(3-acetyl-5-(2-methoxypyrimidin-5-yl)-1H-indazol-1-yl)acetyl)-N-(6-bromo-3-methylpyridin-2-yl)-2-azabicyclo[3.1.0]hexane-3-carboxamide C(C)(=O)C1=NN(C2=CC=C(C=C12)C=1C=NC(=NC1)OC)CC(=O)N1[C@@H]2C[C@@H]2C[C@H]1C(=O)NC1=NC(=CC=C1C)Br